FC(C1=NN=C(O1)C1CC2(C1)N(C(CN(C2=O)C2=C(C=C(C#N)C=C2)F)=O)CC2=CC=C(C=C2)C(F)(F)F)F 4-((2s,4s)-2-(5-(difluoromethyl)-1,3,4-oxadiazol-2-yl)-6,9-dioxo-5-(4-(trifluoromethyl)-benzyl)-5,8-diazaspiro-[3.5]nonan-8-yl)-3-fluorobenzonitrile